BrCC1=C(C(OC2=CC(=C(C=C12)F)OC(N(C)C)=O)=O)CC1=C(C(=NC=C1)NS(NC)(=O)=O)F dimethylcarbamic acid 4-(bromomethyl)-6-fluoro-3-((3-fluoro-2-((N-methylsulfamoyl) amino) pyridin-4-yl) methyl)-2-oxo-2H-chromen-7-yl ester